bis-(sec-butylamino)-diphenylmethane C(C)(CC)NC(C1=CC=CC=C1)(C1=CC=CC=C1)NC(C)CC